C(C)OC(=O)C=1C(C=C2N(C(CC3=CC(=C(C=C23)OC)OCCCOC)C(C)C)C1)=O 6-isopropyl-10-methoxy-9-(3-methoxypropoxy)-2-oxo-6,7-dihydro-2H-pyrido[2,1-a]Isoquinoline-3-carboxylic acid ethyl ester